F[C@@H]1CC(N(C1)C)(CO)CNC(OC(C)(C)C)=O tert-butyl N-[[(4R)-4-fluoro-2-(hydroxymethyl)-1-methyl-pyrrolidin-2-yl]methyl]carbamate